COC1=CC=C(CN2C(C3=CC=CC=C3C(=N2)CNCCC(N2CCN(CC2)C2=NC=C(C=N2)C(F)(F)F)=O)=O)C=C1 2-(4-methoxybenzyl)-4-(((3-oxo-3-(4-(5-(trifluoromethyl)pyrimidin-2-yl)piperazin-1-yl)propyl)amino)methyl)phthalazin-1(2H)-one